NC1=CC(=NO1)C1CCN(CC1)C(=O)C1=C(C=C(C=C1)C(F)(F)F)C (4-(5-aminoisoxazol-3-yl)piperidin-1-yl)(2-methyl-4-(trifluoromethyl)phenyl)methanone